[N+](=O)([O-])C1=CC=C(C(=O)OC2CCC3=CCC4(CC23)CC4)C=C1 tetrahydrospiro[cyclopropane-1,5'-inden]-3'-yl 4-nitrobenzoate